COC1=CC(=C(C=C1NC1=NC=NC(=C1)N1OCC[C@@H]1C1=CC(=CC=C1)OC)NC(C=C)=O)N1CCC(CC1)N1CCN(CC1)C N-(4-methoxy-5-((6-((R)-3-(3-methoxyphenyl)isoxazolidine-2-yl)pyrimidine-4-yl)amino)-2-(4-(4-methylpiperazine-1-yl)piperidine-1-yl)phenyl)acrylamide